C(#N)C1=CC(=C(C=C1)N1CCN(CC1)C1=CC=C(C=C1)NC(C1=CC=C(C=C1)OC)=O)F N-(4-(4-(4-Cyano-2-fluorophenyl)piperazin-1-yl)phenyl)-4-methoxybenzamid